N1C=NC=C1.CC1=C(C=CC=C1)C dimethyl-benzene imidazole salt